(R)-methyl 4-chloro-7-fluoro-6-(piperidin-3-yl)-1H-indole-2-carboxylate ClC1=C2C=C(NC2=C(C(=C1)[C@@H]1CNCCC1)F)C(=O)OC